6-(dimethylamino)-4-hydroxypyridazin-3(2H)-one CN(C=1C=C(C(NN1)=O)O)C